tert-butyl N-tert-butoxycarbonyl-N-[2-[2-[2-(3-hydroxypropoxy)ethoxy]ethoxy]ethyl]carbamate C(C)(C)(C)OC(=O)N(C(OC(C)(C)C)=O)CCOCCOCCOCCCO